CN(C=1C(C(=O)[O-])=CC(=CC1)CC1=CC=C(C(C(=O)[O-])=C1)N)C dimethyl-(5,5'-methylenedianthranilate)